C(CC(C)C)(=O)C1C(C2=CC=CC=C2C1=O)=O 2-Isovalerylindan-1,3-dione